azoxybenzene-4,4'-dicarboxylic acid diethyl ester CCOC(=O)C1=CC=C(C=C1)N=[N+](C2=CC=C(C=C2)C(=O)OCC)[O-]